4-amino-N-(5-cyanobenzo[d]oxazol-2-yl)-1H-pyrazolo[3,4-d]pyrimidine-3-carboxamide NC1=C2C(=NC=N1)NN=C2C(=O)NC=2OC1=C(N2)C=C(C=C1)C#N